N-(1-(4-chlorophenyl)-2,2,2-trifluoroethyl)-2,2-dimethylmorpholine-4-sulfonamide ClC1=CC=C(C=C1)C(C(F)(F)F)NS(=O)(=O)N1CC(OCC1)(C)C